COC1=CC=C(C(=O)NCC=2SC(=NN2)C=2N(C3=CC=CC(=C3C2)NC2CCN(CC2)C)CC(F)(F)F)C=C1 4-methoxy-N-[(5-{4-[(1-methylpiperidin-4-yl)amino]-1-(2,2,2-trifluoroethyl)-1H-indol-2-yl}-1,3,4-thiadiazol-2-yl)methyl]benzamide